tert-butyl N-(5-aminopyridin-2-yl)carbamate NC=1C=CC(=NC1)NC(OC(C)(C)C)=O